Cl.CC1(OB(OC1(C)C)C=1C=C(OC2CN(C2)C(=O)OC(C)(C)C)C=CC1)C tert-butyl 3-(3-(4,4,5,5-tetramethyl-1,3,2-dioxaborolan-2-yl)phenoxy)azetidine-1-carboxylate hydrochloride